2-hydroxy-6-((2',2',6',6'-tetramethyl-1',2',3',6'-tetrahydro-[2,4'-bipyridin]-3-yl)methoxy)benzaldehyde OC1=C(C=O)C(=CC=C1)OCC=1C(=NC=CC1)C=1CC(NC(C1)(C)C)(C)C